2-amino-4-(2-furyl)-6-methylsulfonyl-pyrimidine-5-carboxylic acid ethyl ester C(C)OC(=O)C=1C(=NC(=NC1S(=O)(=O)C)N)C=1OC=CC1